(S)-3-Phenyl-2-{3-[3-(4-trifluoromethoxy-benzyl)-3H-imidazo[4,5-b]pyridin-2-yl]-propionylamino}-propionic acid C1(=CC=CC=C1)C[C@@H](C(=O)O)NC(CCC1=NC=2C(=NC=CC2)N1CC1=CC=C(C=C1)OC(F)(F)F)=O